1,7-bis-(hydroxyphenylthio)-3,5-dioxaheptane OC1=C(C=CC=C1)SCCOCOCCSC1=C(C=CC=C1)O